N[C@@H]1CC[C@H](OC1)CN1CC(C1)C=1C=C(C=2N(C1)C(=NC2)C)C2=C(C(=O)NCC(F)F)C=C(C=C2C(C)C)F 2-[6-(1-{[(2S,5R)-5-aminooxan-2-yl]methyl}azetidin-3-yl)-3-methylimidazo[1,5-a]pyridin-8-yl]-N-(2,2-difluoroethyl)-5-fluoro-(isopropyl)benzamide